(6R)-N-(2-amino-3-fluoro-4-((4-(trifluoromethyl)benzyl)amino)phenyl)-6,7-difluorononanamide NC1=C(C=CC(=C1F)NCC1=CC=C(C=C1)C(F)(F)F)NC(CCCC[C@H](C(CC)F)F)=O